(3aR,6aS)-N-(4-hydroxy-3-oxo-1-(2-oxopyrrolidin-3-yl)butan-2-yl)-2-(9-hydroxy-9H-fluorene-9-carbonyl)octahydrocyclopenta[c]pyrrole-1-carboxamide OCC(C(CC1C(NCC1)=O)NC(=O)C1N(C[C@H]2[C@@H]1CCC2)C(=O)C2(C1=CC=CC=C1C=1C=CC=CC21)O)=O